tert-butyl (R)-4-((R)-1-fluoroethyl)-1,2,3-oxathiazolidine-3-carboxylate F[C@H](C)[C@@H]1N(SOC1)C(=O)OC(C)(C)C